(R)-1-(sec-butyl)-3-(3-(difluoromethoxy)phenyl)-N-(3-methyl-1,1-dioxidothietan-3-yl)-1H-pyrazolo[4,3-b]pyridine-6-carboxamide [C@@H](C)(CC)N1N=C(C2=NC=C(C=C21)C(=O)NC2(CS(C2)(=O)=O)C)C2=CC(=CC=C2)OC(F)F